(E)-4-hydroxy-N-(4-(4-hydroxy-2-methylbut-2-enamido)butyl)-3-methoxybenzamide OC1=C(C=C(C(=O)NCCCCNC(\C(=C\CO)\C)=O)C=C1)OC